3-bromo-N-(4-chlorophenyl)-1-methyl-1,2,4-triazol-5-amine BrC1=NN(C(=N1)NC1=CC=C(C=C1)Cl)C